CC1=C(C=2N(C=C1C1=C(C3=NC(=CC=C3N1)N1[C@@H]3CN([C@H](C1)C3)C3CCS(CC3)(=O)=O)C(C)C)N=CN2)C 4-[(1S,4S)-5-(2-{7,8-dimethyl-[1,2,4]triazolo[1,5-a]pyridin-6-yl}-3-(propan-2-yl)-1H-pyrrolo[3,2-b]pyridin-5-yl)-2,5-diazabicyclo[2.2.1]heptan-2-yl]-1λ6-thiane-1,1-dione